(RS)-4-[[6-[3-(Difluoromethyl)-4-fluoro-phenyl]pyrazolo[4,3-b]pyridin-1-yl]methyl]-3-methyl-oxazolidin-2-one FC(C=1C=C(C=CC1F)C=1C=C2C(=NC1)C=NN2C[C@H]2N(C(OC2)=O)C)F |r|